2-methyl-5-(N-methylmethylsulfonamido)thiazole-4-carboxylic acid CC=1SC(=C(N1)C(=O)O)N(S(=O)(=O)C)C